(1-(2,2-difluorovinyl)cyclobutyl)methanol FC(=CC1(CCC1)CO)F